CS(=O)(=O)C1=CC=C(C(=O)O)C=C1 4-methanesulfonylbenzoic acid